C(C)O[Si](OCC)(OCC)CCCC1=C(O)C(=CC(=C1O)CC1=CC=CC=C1)CC1=CC=CC=C1 2-[(triethoxysilyl)propyl]dibenzylresorcinol